C(C)(C)(C)OC(=O)N1[C@@H]([C@@H](CC1=O)O[Si](C)(C)C(C)(C)C)C(N(C)C1=CC(=C(C=C1)F)Cl)=O (2s,3r)-3-[tert-butyl-(dimethyl)silyl]oxy-2-[(3-chloro-4-fluoro-phenyl)-methyl-carbamoyl]-5-oxo-pyrrolidine-1-carboxylic acid tert-butyl ester